FC(C=1C=C(\C=C/2\C(NC(S2)=O)=O)C=CC1)(F)F (Z)-5-(3-(trifluoromethyl)benzylidene)thiazolidine-2,4-dione